3,4,5,6-tetrahydropyrazin N1=CCNCC1